FC(CN1N=CC(=C1)S(=O)(=O)N1N=C2C(=C1)CN(C2)C(=O)OC(C)(C)C)F tertbutyl 2-[1-(2,2-difluoroethyl)pyrazol-4-ylsulfonyl]-4H,6H-pyrrolo[3,4-c]pyrazole-5-carboxylate